C(C)(C)(C)C1CCN(CC1)C=1N=C(SC1SC(C)C)N1N=C(C(=C1C(=O)O)C1=CC(=CC=C1)F)C 1-(4-(4-(tert-butyl)piperidin-1-yl)-5-(isopropylsulfanyl)thiazol-2-yl)-4-(3-fluorophenyl)-3-methyl-1H-pyrazole-5-carboxylic acid